N-Boc-piperidine-3-carbaldehyde C(=O)(OC(C)(C)C)N1CC(CCC1)C=O